C(C)(C)(C)NC1(NC2=CN=CC=C2C=C1)C=1C(=NNC1)C N-tert-butyl-2-(3-methyl-1H-pyrazol-4-yl)-1,7-naphthyridin-amine